1-(4-(4-Fluorophenyl)-3,4-dihydroquinoxalin-1(2H)-yl)-2-(pyrrolidin-1-yl)propan-1-one FC1=CC=C(C=C1)N1CCN(C2=CC=CC=C12)C(C(C)N1CCCC1)=O